racemic-N-[5-fluoro-1H-pyrrolo[2,3-b]pyridin-3-yl]-N'-[spiro[5.5]undecan-2-yl]ethanediamide FC=1C=C2C(=NC1)NC=C2NC(C(=O)N[C@H]2CC1(CCC2)CCCCC1)=O |r|